C1(=CC=CC=C1)NC(SCC)=S ethyl phenyldithiocarbamate